4-Trideuteromethylguanidino-2,7-dioxo-1-oxa-4,6-diazacyclotetradec-5-ylidenecarbamic acid tert-butyl ester C(C)(C)(C)OC(N=C1N(C(C(OCCCCCCCC(N1)=O)=O)NC(=N)N)C([2H])([2H])[2H])=O